N-ethyl-5-fluoro-N-(isopropyl)-2-{6-[(1s,4s)-4-({[4-(5,6-dimethoxypyridazin-3-yl)phenyl]methyl}amino)cyclohexyl]imidazo[1,5-a]pyridin-8-yl}benzamide C(C)N(C(C1=C(C=CC(=C1)F)C=1C=2N(C=C(C1)C1CCC(CC1)NCC1=CC=C(C=C1)C=1N=NC(=C(C1)OC)OC)C=NC2)=O)C(C)C